13-((8Z,11Z)-heptadeca-8,11-dien-1-yl)-3-(2-hydroxyethyl)-11,11,17,21,25,29-hexamethyl-10,12,14-trioxa-3-aza-11-silatriacontan-1-ol C(CCCCCC\C=C/C\C=C/CCCCC)C(O[Si](OCCCCCCN(CCO)CCO)(C)C)OCCC(CCCC(CCCC(CCCC(C)C)C)C)C